CCCCC[C@@H](/C=C/C=C\\C=C/C(C/C=C\\C/C=C\\CCC(=O)O)OO)OO The molecule is a docosanoid that is (4Z,7Z,11Z,13Z,15E)-docosapentaenoic acid carrying two hydroperoxy substituents at positions 10 and 17. It has a role as a human xenobiotic metabolite. It is a docosanoid, a hydroperoxy fatty acid, a lipid hydroperoxide and a long-chain fatty acid. It derives from a (4Z,7Z,10Z,13Z,16Z)-docosa-4,7,10,13,16-pentaenoic acid. It is a conjugate acid of a (4Z,7Z,11Z,13Z,15E,17S)-10,17-bis(hydroperoxy)docosapentaenoate.